C(C)OC(=O)C1OC(C(C1C1=C(C(=C(C=C1)OC(F)F)F)F)C)(C(F)(F)F)C 3-(4-(difluoromethoxy)-2,3-difluorophenyl)-4,5-dimethyl-5-(trifluoromethyl)tetrahydrofuran-2-carboxylic acid ethyl ester